N-(2-ethoxyphenyl)-N'-(4-ethylphenyl)-ethanediamide C(C)OC1=C(C=CC=C1)NC(C(=O)NC1=CC=C(C=C1)CC)=O